bis(3-chloro-4-(vinylthio) phenyl) sulfide ClC=1C=C(C=CC1SC=C)SC1=CC(=C(C=C1)SC=C)Cl